C(CCC1=CC=CC=C1)(=O)O Hydrocinnamic acid